CC(C)(C)C1=CC(=C(C=C1)O)O p-tert-butylcatechol